5-(6-(((1R,3s,5S)-9-azabicyclo[3.3.1]nonan-3-yl)(methyl)amino)pyridazin-3-yl)-N-cyclopropyl-6-hydroxybenzo-furan-2-carboxamide [C@H]12CC(C[C@H](CCC1)N2)N(C2=CC=C(N=N2)C=2C(=CC1=C(C=C(O1)C(=O)NC1CC1)C2)O)C